ClC=1C=C2C(=CN1)N(C(=C2)C=2C(=NC=CC2)OC)C([2H])([2H])[2H] 5-chloro-2-(2-methoxypyridin-3-yl)-1-(methyl-d3)-1H-pyrrolo[2,3-c]pyridine